C1(=CC(=CC=C1)NC(=O)N[C@@H](C)C(=O)O)C N-(m-tolylaminocarbonyl)-L-alanine